C(C)C(C(=O)O)CC(=O)C1=CC2=C(C=C(C3=C2C=C(O3)F)OC)S1 2-ethyl-4-(2-fluoro-4-methoxythieno[3,2-e]benzofuran-7-yl)-4-oxobutanoic acid